N-{(2S,3R)-1-(azetidine-1-carbonyl)-4,4-difluoro-2-[(2,3',5'-trifluoro[1,1'-biphenyl]-3-yl)methyl]pyrrolidin-3-yl}ethanesulfonamide N1(CCC1)C(=O)N1[C@H]([C@H](C(C1)(F)F)NS(=O)(=O)CC)CC=1C(=C(C=CC1)C1=CC(=CC(=C1)F)F)F